(6-((5-bromo-2-((2-methoxy-5-methyl-4-(4-(4-methylpiperazin-1-yl)piperidin-1-yl)phenyl)amino)pyrimidin-4-yl)amino)-2-cyclopropylquinolin-5-yl)dimethylphosphine oxide BrC=1C(=NC(=NC1)NC1=C(C=C(C(=C1)C)N1CCC(CC1)N1CCN(CC1)C)OC)NC=1C(=C2C=CC(=NC2=CC1)C1CC1)P(C)(C)=O